C1(CC1)C1=NC=NC(=C1C=1N=CC2=C(N(C(OC2)=O)CC2=CC=C(C=C2)C=2N(C=C(N2)C(F)(F)F)C(C)C)N1)OC 7-(4-cyclopropyl-6-methoxypyrimidin-5-yl)-1-({4-[1-isopropyl-4-(trifluoromethyl)imidazol-2-yl]phenyl}methyl)-4H-pyrimido[4,5-d][1,3]oxazin-2-one